(S)-3-(1-aminoethyl)-2-(3-pyridinyl)-2H-thiophene NC(C)C1[C@H](SC=C1)C=1C=NC=CC1